3-chlorobenzyl ((S)-1-(((S)-5-(7-chloro-2,3-dihydrobenzo[f][1,4]oxazepin-4(5H)-yl)-1,5-dioxopentan-2-yl)amino)-3-cyclohexyl-1-oxopropan-2-yl)carbamate ClC=1C=CC2=C(CN(CCO2)C(CC[C@@H](C=O)NC([C@H](CC2CCCCC2)NC(OCC2=CC(=CC=C2)Cl)=O)=O)=O)C1